N-(3-cyano-6-methyl-4,5,6,7-tetrahydrothieno[3,2-c]pyridin-2-yl)-2-(4-sulfamoylphenyl)acetamide C(#N)C1=C(SC2=C1CNC(C2)C)NC(CC2=CC=C(C=C2)S(N)(=O)=O)=O